4-[(3-Methyl-4,5-dihydro-3H-[1]benzoxepino[4,5-c]pyrazol-7-yl)amino]-2-(pyridin-2-ylamino)pyrimidine-5-carboxylic acid CN1N=CC2=C1CCOC1=C2C=CC=C1NC1=NC(=NC=C1C(=O)O)NC1=NC=CC=C1